C(C1=CC=CC=C1)OCC(C(=O)O)(C)C 3-(benzyloxy)-2,2-dimethylpropionic acid